The molecule is a 2-oxo monocarboxylic acid anion that is the conjugate base of 6-acetamido-2-oxohexanoic acid, obtained by deprotonation of the carboxy group; major species at pH 7.3. It is a conjugate base of a 6-acetamido-2-oxohexanoic acid. CC(=O)NCCCCC(=O)C(=O)[O-]